BrC1=CC=C2C(=N1)N=C(O2)SC 5-bromo-2-methylsulfanyl-oxazolo[4,5-b]pyridine